C12CN(CC(CC1)O2)C2=NC=1N(C=C2)N=CC1C(=O)N 5-(8-oxa-3-azabicyclo[3.2.1]octane-3-yl)pyrazolo[1,5-a]pyrimidine-3-carboxamide